C1N(CC2=CC=CC=C12)C1=NC=2N(C(=C1)C=1C=NNC1)N=C(C2)C(=O)NC2=CC(=CC=C2)N2CCN(CC2)C 5-(isoindolin-2-yl)-N-(3-(4-methylpiperazin-1-yl)phenyl)-7-(1H-pyrazol-4-yl)pyrazolo[1,5-a]pyrimidine-2-carboxamide